NC1CN(C1)C1=C(C=CC=2N(C(=NC21)C)C)NC(=O)C=2C(N(N=CC2)C2=C(C=CC=C2OC)F)=O N-(4-(3-aminoazetidin-1-yl)-1,2-dimethyl-1H-benzo[d]imidazol-5-yl)-2-(2-fluoro-6-methoxyphenyl)-3-oxo-2,3-dihydropyridazine-4-carboxamide